[NH+]1=CC2=C3C(C=CC=C13)=CC=C2.C2=CC=CC=1C3=CC=CC=C3NC21 Carbazole benzo[cd]indolium salt